6-benzhydryl-4-methylaniline C(C1=CC=CC=C1)(C1=CC=CC=C1)C1=CC(=CC=C1N)C